2,4-Dimethyl-1,6-diaminohexane CC(CN)CC(CCN)C